5-fluoro-2-((cis-3-(((7S)-4,7,8-trimethyl-6-oxo-5,6,7,8-tetrahydropteridin-2-yl)amino)cyclobutyl)methoxy)benzonitrile FC=1C=CC(=C(C#N)C1)OC[C@@H]1C[C@@H](C1)NC1=NC=2N([C@H](C(NC2C(=N1)C)=O)C)C